C(CCCC)C=C(C(=O)O)C#N.FC(C=1C=C(CC2=CC(=NC=C2)N2N=NC3=C2CCCC3NC(C)=O)C=C(C1)F)F N-(1-(4-(3-(difluoromethyl)-5-fluorobenzyl)pyridin-2-yl)-4,5,6,7-tetrahydro-1H-benzo[d][1,2,3]triazol-4-yl)acetamide n-pentyl-cyanoacrylate